2-[(2S)-1-methylpyrrolidin-2-yl]propan-2-ol potassium palmitate (hexadecanoate) C(CCCCCCCCCCCCCCC)(=O)[O-].C(CCCCCCCCCCCCCCC)(=O)O.[K+].CN1[C@@H](CCC1)C(C)(C)O